C1OCC12CN(C2)C2=CC=C1C3(CC=4C(=NOC4C1=C2)NS(=O)(=O)C2=C(C=CC=C2)OC)CC3 N-(8'-(2-oxa-6-azaspiro[3.3]heptan-6-yl)-4'H-spiro[cyclopropane-1,5'-naphtho[2,1-d]isoxazol]-3'-yl)-2-methoxybenzenesulfonamide